O=[V+2] oxo-vanadium (IV)